C1(CC1)C(=O)N1C=2C=CC(=NC2CCC1)C1(CCC1)C(=O)NC1=NC=C(C=C1)F 1-[5-(Cyclopropancarbonyl)-5,6,7,8-tetrahydro-1,5-naphthyridin-2-yl]-N-(5-fluoropyridin-2-yl)cyclobutan-1-carboxamid